S(SC1=C(C=C(C(=C1)[N+](=O)[O-])C)F)C1=C(C=C(C(=C1)[N+](=O)[O-])C)F 1,1'-Disulfanediylbis(2-fluoro-4-methyl-5-nitrobenzene)